5-(3,4-difluorobenzyl)-8-(4-methylcyclohexyl)-2-(pyridazin-3-yl)-2,5,8-triazaspiro[3.5]nonane-6,9-dione FC=1C=C(CN2C3(CN(C3)C=3N=NC=CC3)C(N(CC2=O)C2CCC(CC2)C)=O)C=CC1F